(7-bromo-2,3-dimethyl-5-nitroindazol-6-yl)(2-chloro-5-fluorophenyl)methanone BrC1=C(C(=CC2=C(N(N=C12)C)C)[N+](=O)[O-])C(=O)C1=C(C=CC(=C1)F)Cl